N1(N=CC=C1)CC(=O)NC1=CC(=CC=C1)C=1N=NC(=CC1)N1CCCC1 2-(1H-pyrazol-1-yl)-N-(3-(6-(pyrrolidin-1-yl)pyridazin-3-yl)phenyl)acetamide